C[C@@]12CCC[C@@]([C@H]1CC[C@]34[C@H]2CC[C@](C3)(C(=C)C4)O[C@H]5[C@@H]([C@H]([C@@H]([C@H](O5)CO)O)O[C@H]6[C@@H]([C@H]([C@@H]([C@H](O6)CO)O)O)O)O[C@H]7[C@@H]([C@H]([C@@H]([C@H](O7)CO)O)O)O)(C)C(=O)O[C@H]8[C@@H]([C@H]([C@@H]([C@H](O8)CO)O)O)O[C@H]9[C@@H]([C@H]([C@@H]([C@H](O9)CO)O)O)O The molecule is a rebaudioside that is rebaudioside A in which the hydroxy group at position 2 of the beta-D-glucosyl ester moiety has been converted to the corresponding beta-D-glucoside. Found in minute quantities in the leaves of Stevia rebaudiana. It has a role as a sweetening agent. It is a tetracyclic diterpenoid, a rebaudioside and a sophoroside. It derives from a rebaudioside A, a rebaudioside E and a beta-D-Glcp-(1->2)-[beta-D-Glcp-(1->3)]-beta-D-Glcp.